5-(4-trifluoromethoxyphenyl)thiazole FC(OC1=CC=C(C=C1)C1=CN=CS1)(F)F